C(C)(C)(C)OC(=O)N1CC2(CC1)CCN(CC2)C=2C1=C(N=C(N2)C2=CC=NC=C2)C=NC=C1OC1COC1 8-(5-(oxetan-3-yloxy)-2-(pyridin-4-yl)pyrido[3,4-d]pyrimidin-4-yl)-2,8-diazaspiro[4.5]decane-2-carboxylic acid tert-butyl ester